((2R,3S,5R)-5-(4-amino-5-fluoro-2-oxopyrimidin-1(2H)-yl)-3-hydroxy-2-vinyltetrahydrofuran-2-yl)methyl tetrahydrogen triphosphate O(P(O)(=O)OP(=O)(O)OP(=O)(O)O)C[C@]1(O[C@H](C[C@@H]1O)N1C(N=C(C(=C1)F)N)=O)C=C